Methyl (1S,3S)-3-((6-(5-(((5-(3-(hydroxymethyl)cyclobutyl)-1,2,4-oxadiazol-3-yl)amino) methyl)-1-methyl-1H-1,2,3-triazol-4-yl)-2-methylpyridin-3-yl)oxy)cyclohexane-1-carboxylate OCC1CC(C1)C1=NC(=NO1)NCC1=C(N=NN1C)C1=CC=C(C(=N1)C)O[C@@H]1C[C@H](CCC1)C(=O)OC